6-(8-((4-ethoxyphenyl)sulfonyl)-8-azaspiro[4.5]dec-2-yl)-2-oxa-6-azaspiro[3.3]heptane C(C)OC1=CC=C(C=C1)S(=O)(=O)N1CCC2(CCC(C2)N2CC3(COC3)C2)CC1